2-(acetoxyl)benzoyl chloride O(C(=O)C)C1=C(C(=O)Cl)C=CC=C1